(S)-4-(4-Fluorophenoxy)-N-(7-((4-hydroxypiperidin-4-yl)ethynyl)-5-methyl-4-oxo-2,3,4,5-tetrahydrobenzo[b][1,4]oxazepin-3-yl)picolinamid FC1=CC=C(OC2=CC(=NC=C2)C(=O)N[C@@H]2C(N(C3=C(OC2)C=CC(=C3)C#CC3(CCNCC3)O)C)=O)C=C1